BrC1=CC=C(CN2[C@@H](COCC2)C)C=C1 (R)-4-(4-bromobenzyl)-3-methylmorpholine